COCOC1=C(C=CC(=C1)C(F)(F)F)B1OC(C(O1)(C)C)(C)C 2-(2-(Methoxymethoxy)-4-(trifluoromethyl)phenyl)-4,4,5,5-tetramethyl-1,3,2-dioxaborolane